C12(CC3CC(CC(C1)C3)C2)NCCCCCCSC2=C3C(N(C(C3=CC=C2)=O)C2C(NC(CC2)=O)=O)=O 4-((6-((adamantan-1-yl)amino)hexyl)thio)-2-(2,6-dioxopiperidin-3-yl)isoindoline-1,3-dione